NC1CCC(CC1)NC1=NC(=NC=C1C(F)(F)F)NC=1C=C2C=CN(C(C2=CC1)=O)C#N 6-((4-(((1s,4s)-4-aminocyclohexyl)amino)-5-trifluoromethylpyrimidin-2-yl)amino)-1-oxoisoquinoline-2(1H)-methanonitrile